chloro-7-fluoronaphthalen ClC1=CC=CC2=CC=C(C=C12)F